C(C1=CC=CC=C1)OC1CN(CC1)C=1C2=C(N=CN1)SC(=C2)N2C(NC(C=C2)=O)=O [4-(3-Benzyloxypyrrolidin-1-yl)thieno[2,3-d]pyrimidin-6-yl]-1H-pyrimidine-2,4-dione